ClC=1C=C(O[C@H]2C=3N(CCC2)N=C(N3)NC3[C@H]2CN(CC3CC2)C2=CN=NC(=C2)C)C=C(C1)F (R)-8-(3-chloro-5-fluorophenoxy)-N-((1R,4S,8s)-3-(6-methylpyridazin-4-yl)-3-azabicyclo[3.2.1]octan-8-yl)-5,6,7,8-tetrahydro-[1,2,4]triazolo[1,5-a]pyridin-2-amine